ClC1=C(C(=O)NCC(N2CCC(CC2)OC2=NC=CC(=N2)C(F)(F)F)C2=C(N=CS2)C(F)F)C(=CC=C1)F 2-Chloro-N-{2-[4-(difluoromethyl)-1,3-thiazol-5-yl]-2-(4-{[4-(trifluoromethyl)pyrimidin-2-yl]oxy}piperidin-1-yl)ethyl}-6-fluorobenzamide